2-Oxo-1-(1-(phenylsulfonyl)-1H-indol-5-yl)pyrrolidin O=C1N(CCC1)C=1C=C2C=CN(C2=CC1)S(=O)(=O)C1=CC=CC=C1